ClC1=C(C=CC=C1C#N)[C@H](C)NC(=O)C1=CNC(C=C1NC1[C@@H]2CN(C[C@H]12)C)=O N-((S)-1-(2-chloro-3-cyanophenyl)ethyl)-4-(((1R,5S,6s)-3-methyl-3-azabicyclo[3.1.0]hexan-6-yl)amino)-6-oxo-1,6-dihydropyridine-3-carboxamide